(R)-N-((2,3-Dihydrobenzo[b][1,4]dioxin-5-yl)methyl)-4-(2-fluoropyridin-4-yl)-2-methylpiperazine-1-carboxamide O1C2=C(OCC1)C(=CC=C2)CNC(=O)N2[C@@H](CN(CC2)C2=CC(=NC=C2)F)C